(1-(3-fluorophenyl)-3-methyl-1H-indazol-5-yl)(4-(1-(1-(pyridin-2-yl)ethyl)-1H-benzo[d]imidazol-2-yl)piperidin-1-yl)methanone FC=1C=C(C=CC1)N1N=C(C2=CC(=CC=C12)C(=O)N1CCC(CC1)C1=NC2=C(N1C(C)C1=NC=CC=C1)C=CC=C2)C